1-([1,1'-biphenyl]-4-yl)-N-(4-(3-(pyridin-4-ylmethyl)ureido)phenyl)methanesulfonamide C1(=CC=C(C=C1)CS(=O)(=O)NC1=CC=C(C=C1)NC(=O)NCC1=CC=NC=C1)C1=CC=CC=C1